BrC1=CC=C(OCCN2CCN(CC2)C)C=C1 1-(2-(4-Bromophenoxy)ethyl)-4-methylpiperazine